N1C(=CC=C1)\C=C\1/C(NC2=CC=C(C=C12)NCC1=C(C=CC(=C1)F)C)=O (Z)-3-((1H-pyrrol-2-yl)methylene)-5-((5-fluoro-2-methylbenzyl)amino)indolin-2-one